BrC=1C=C(C=CC1Cl)N1C2=CC=C(C=C2C=2C=C(C=CC12)C1=CC=CC=C1)C1=CC=CC=C1 9-(3-bromo-4-chlorophenyl)-3,6-diphenyl-9H-carbazole